3-meth-oxyphenol COC=1C=C(C=CC1)O